BrC(/C=C/C(=O)Cl)C (E)-4-bromopent-2-enoyl chloride